CS(=O)(=N)C1=CC=C(C=C1)OC S-methyl-S-(4-methoxyphenyl)sulfoximine